3-(3-((tert-butyldimethylsilyl)oxy)propoxy)-1,5-dimethyl-4-nitro-1H-pyrazole [Si](C)(C)(C(C)(C)C)OCCCOC1=NN(C(=C1[N+](=O)[O-])C)C